tertiary butyl-benzothiazolyl-sulfenamide methyl-1-(2-tert-butoxy-2-oxoethyl)-3-iodo-1H-indazole-5-carboxylate COC(=O)C=1C=C2C(=NN(C2=CC1)CC(=O)OC(C)(C)C)I.C(C)(C)(C)NSC=1SC2=C(N1)C=CC=C2